C(C=C)(=O)N1CCC(CC1)NC=1C=C2C(=NC=NC2=CC1OC)NC1=C(C=C(OC2=CC(=NC=C2)N2C[C@H](CC2)C#N)C=C1)F (S)-1-(4-(4-((6-((1-acryloylpiperidin-4-yl)amino)-7-methoxyquinazolin-4-yl)amino)-3-fluorophenoxy)pyridin-2-yl)pyrrolidine-3-carbonitrile